FC1=C(CN2[C@@H](CCC2=O)CC(=O)N([C@@H](C(C)C)C(=O)OC)CC#C)C=CC=C1F Methyl N-(2-((S)-1-(2,3-difluorobenzyl)-5-oxopyrrolidin-2-yl)acetyl)-N-(prop-2-yn-1-yl)-L-valinate